Benzyl(1-(2-(3-amino-3-oxo-propyl)-2-((R)-2-chloro-2-fluoroacetyl)hydrazinyl)-3-cyclohexyl-1-oxo-propan-2-yl)carbamate C(C1=CC=CC=C1)OC(NC(C(=O)NN(C([C@H](F)Cl)=O)CCC(=O)N)CC1CCCCC1)=O